C(C)=C1C2C3C4C=CC(C3C(C1)C2)C4 9-ethylidene-tetracyclo[6.2.1.13,6.02,7]Dodeca-4-ene